ClC=1C=C(CNC(C(C)(C=2C=C3C=CN(C3=CC2)C)C)=O)C=C(C1C1C(NC(CC1)=O)=O)Cl N-(3,5-dichloro-4-(2,6-dioxopiperidin-3-yl)benzyl)-2-methyl-2-(1-methyl-1H-indol-5-yl)propanamide